N1N=NC(=C1)[C@@H](C)C1NCCC2=NN3C(C(NCC3)=O)=C21 ((S)-1-(1H-1,2,3-triazol-4-yl)ethyl)-1,2,3,4,8,9-hexahydropyrido[4',3':3,4]pyrazolo[1,5-a]pyrazin-10(7H)-one